(S)-4-(1-(3-fluorophenyl)-3-(2-oxoazetidin-1-yl)-1H-pyrrolo[3,2-c]pyridin-4-yl)-3-methylpiperazine-1-carboxylic acid tert-butyl ester C(C)(C)(C)OC(=O)N1C[C@@H](N(CC1)C1=NC=CC2=C1C(=CN2C2=CC(=CC=C2)F)N2C(CC2)=O)C